2-[4-({6-chloro-3-methyl-1H-pyrazolo[3,4-d]pyrimidin-4-yl}oxy)piperidin-1-yl]ethanol ClC1=NC(=C2C(=N1)NN=C2C)OC2CCN(CC2)CCO